C(C1=CC=CC=C1)N([C@@H](CC1=CC=CC=C1)CO)CC1=CC=CC=C1 (S)-N,N-dibenzylphenylalaninol